2'-bromo-4'-chloro-4-(3-chloroanilino)-5'-fluorospiro[cyclohexane-1,1'-indene]-4-carboxylic acid BrC=1C2(C3=CC=C(C(=C3C1)Cl)F)CCC(CC2)(C(=O)O)NC2=CC(=CC=C2)Cl